N-(1-(6-(2-aminophenyl)pyridazin-3-yl)piperidin-3-yl)-4-chloro-3-fluorobenzamide NC1=C(C=CC=C1)C1=CC=C(N=N1)N1CC(CCC1)NC(C1=CC(=C(C=C1)Cl)F)=O